BrC=1C=C(C=CC1)C1=NC=CC=C1 M-bromopyridyl-benzene